1-Methyl-2-(6-trifluoromethoxy-benzothiazol-2-ylamino)-1H-benzoimidazole-5-carboxylic acid (3-dimethylamino-propyl)-amide CN(CCCNC(=O)C1=CC2=C(N(C(=N2)NC=2SC3=C(N2)C=CC(=C3)OC(F)(F)F)C)C=C1)C